N[C@H](CC1=C(C2=C(N=C(N=C2NCC=2OC=CC2)Br)N1)F)C 6-[(2S)-2-aminopropyl]-2-bromo-5-fluoro-N-[(furan-2-yl)methyl]-7H-pyrrolo[2,3-d]pyrimidin-4-amine